C(C)(=O)N1C2C=C(CC1CC2)C2=CC1=C(N=CN=C1N[C@H](C#C)C1=C(C(=CC=C1)C(F)F)F)N(C2=O)C 6-(8-acetyl-8-azabicyclo[3.2.1]oct-2-en-3-yl)-4-(((R)-1-(3-(difluoromethyl)-2-fluorophenyl)prop-2-yn-1-yl)amino)-8-methylpyrido[2,3-d]pyrimidin-7(8H)-one